[Si](C)(C)(C(C)(C)C)OCCN1N=C(C(=C1CNC)I)OC(C)C 1-[2-[2-[tert-butyl(dimethyl)silyl]oxyethyl]-4-iodo-5-isopropoxy-pyrazol-3-yl]-N-methyl-methanamine